5-(benzo[d]thiazol-6-yl)-N4-cyclohexyl-N2-(3-fluoro-5-(morpholinomethyl)phenyl)pyrimidine-2,4-diamine S1C=NC2=C1C=C(C=C2)C=2C(=NC(=NC2)NC2=CC(=CC(=C2)CN2CCOCC2)F)NC2CCCCC2